FC(OC=1C=C(C=CC1F)C1=CN=C(C(=N1)CN1C(O[C@@H](C1)C)=O)C)F (5R)-3-[[6-[3-(Difluoromethoxy)-4-fluoro-phenyl]-3-methyl-pyrazin-2-yl]methyl]-5-methyl-oxazolidin-2-one